C(#N)C=1C=C(C=NC1)[C@H]1N(OCC1)C(=O)[C@@H]1CC[C@H](CC1)CN1C=NC2=C1C=C(C(=C2)F)C#N trans-1-((4-((S)-3-(5-cyanopyridin-3-yl)isoxazolidine-2-carbonyl)cyclohexyl)methyl)-5-fluoro-1H-benzo[d]imidazole-6-carbonitrile